4-(difluoromethyl)-1H-indole-1-carboxylic acid benzyl ester C(C1=CC=CC=C1)OC(=O)N1C=CC2=C(C=CC=C12)C(F)F